dimethylammonium chlorid [Cl-].C[NH2+]C